2-methyl 1-((9H-fluoren-9-yl) methyl) (S)-aziridine-1,2-dicarboxylate [N@]1(C(C1)C(=O)OC)C(=O)OCC1C2=CC=CC=C2C=2C=CC=CC12